trans-1-octen-3-one C=CC(CCCCC)=O